BrC=1C=CC(=C(NC2=C(C=CC=C2)F)C1)[N+](=O)[O-] 5-bromo-N-(2-fluorophenyl)-2-nitroaniline